O=C1NC(CCC1N1C(C2=CC=C(C=C2C1)N1CCN(CC1)C[C@@H]1CN(CCO1)C1=CC=C(C=C1)C1CCN(CC1)C=1C=CC(=C2C(=CNC12)C#N)F)=O)=O 7-(4-{4-[(2R)-2-({4-[2-(2,6-dioxopiperidin-3-yl)-1-oxo-2,3-dihydro-1H-isoindol-5-yl]piperazin-1-yl}methyl)morpholin-4-yl]phenyl}piperidin-1-yl)-4-fluoro-1H-indole-3-carbonitrile